sodium 4-phenylbutanoate C1(=CC=CC=C1)CCCC(=O)[O-].[Na+]